C(=C)C1=C(C=CC=C1)C1=CC=CC=C1 Vinyl-biphenyl